C(C)(C)OC(=O)C1=CC2=C(N(C(=N2)C2=CC=3C(=NC(=CC3)[C@@H](C)NC(=O)OC(C)(C)C)N2CCCC=C)C)C(=C1)OC 2-[6-[(1R)-1-(tert-butoxycarbonylamino)ethyl]-1-pent-4-enyl-pyrrolo[2,3-b]Pyridin-2-yl]-7-methoxy-1-methyl-benzimidazole-5-carboxylic acid isopropyl ester